C(C)(CC)C1C(NC2=C(CN1C(=O)N1C=3N(CCC1)C(=NN3)C)C=CC=C2)=O 3-(sec-butyl)-4-(3-methyl-5,6,7,8-tetrahydro-[1,2,4]triazolo[4,3-a]pyrimidine-8-carbonyl)-1,3,4,5-tetrahydro-2H-benzo[1,4]diazepin-2-one